C1(CC1)C1=C(C(=NO1)C1=C(C=CC=C1Cl)Cl)COC1C[C@H]2CC[C@@H](C1)N2C2=NC(=NO2)C=2C=C(C=C(C(=O)O)C2)C 5-((1r,3r,5s)-(3-((5-cyclopropyl-3-(2,6-dichlorophenyl)isoxazol-4-yl)methoxy)-8-azabicyclo[3.2.1]octan-8-yl)-1,2,4-oxadiazol-3-yl)-3-methylbenzoic acid